2-[(6-methoxy-2-methyl-1,2,3,4-tetrahydroisoquinolin-7-yl)amino]quinazolin COC=1C=C2CCN(CC2=CC1NC1=NC2=CC=CC=C2C=N1)C